ClC1=C(C=C(C(=N1)C=O)F)F 6-chloro-3,5-difluoropyridine-2-carbaldehyde